4-(((S)-6-(2,3-difluorophenyl)-5-(ethoxycarbonyl)-2-(thiazol-2-yl)-3,6-dihydropyrimidin-4-yl)methyl)-6,6-difluorohexahydropyrrolo[3,2-b]pyrrol FC1=C(C=CC=C1F)[C@@H]1C(=C(NC(=N1)C=1SC=CN1)CN1CC(C2NCCC21)(F)F)C(=O)OCC